[Ca+2].[Li+].[F-].[F-].[F-] fluoride lithium-calcium